ClC1=CC=C(C=C1)C1=C(C=CC=C1)S(=O)(=O)N (4-chlorophenyl)benzenesulfonamide